NCCN1N=CC(=C1)S(=O)(=O)C=1C=CC(=C(C1)C1=NN(C=C1NC(=O)C=1C=NN2C1N=CC=C2)C)OC(F)F N-[3-[5-[1-(2-aminoethyl)pyrazol-4-yl]sulfonyl-2-(difluoromethoxy)phenyl]-1-methyl-pyrazol-4-yl]pyrazolo[1,5-a]pyrimidine-3-carboxamide